COCCN1[C@H](CN(CC1)C1=CC(=NC=C1)NC=1SC2=NC(=CC=C2N1)C1=CC=NC=C1)C (S)-N-(4-(4-(2-methoxy-ethyl)-3-methylpiperazin-1-yl)pyridin-2-yl)-5-(pyridin-4-yl)thiazolo-[5,4-b]pyridin-2-amine